FC1=CC2=C(C=CO2)C=C1COC1=CC=CC(=N1)C1CCN(CC1)CC1=NC=2C(=NC(=CC2)C(=O)O)N1C[C@H]1OCC1 (S)-2-((4-(6-((6-fluorobenzofuran-5-yl)methoxy)pyridin-2-yl)piperidine-1-yl)methyl)-3-(oxetan-2-ylmethyl)-3H-imidazo[4,5-b]pyridine-5-carboxylic acid